(1S,4s)-4-(trifluoromethyl)cyclohexane-1-carboxylic acid FC(C1CCC(CC1)C(=O)O)(F)F